ClC1=CC=C(CNNC(=O)N2CC(CC2)NC2=NC(=NC(=N2)N2C(=NC3=C2C=CC=C3)C(F)F)N3CCOCC3)C=C1 (E)-N'-(4-chlorobenzyl)-3-((4-(2-(difluoromethyl)-1H-benzo[d]imidazol-1-yl)-6-morpholino-1,3,5-triazin-2-yl)amino)pyrrolidine-1-carboxylic acid hydrazide